2-[(2R,4R)-4-({6-[(1S)-1-[(2S)-1-methylpyrrolidin-2-yl]ethoxy]-2-[5-(2-phenylpropan-2-yl)-1,3-oxazol-2-yl]pyrimidin-4-yl}oxy)pyrrolidin-2-yl]-acetonitrile CN1[C@@H](CCC1)[C@H](C)OC1=CC(=NC(=N1)C=1OC(=CN1)C(C)(C)C1=CC=CC=C1)O[C@@H]1C[C@H](NC1)CC#N